C(C)(=O)SCC(=O)C=1C=NC(=CC1)NS(=O)(=O)C1=CC=C(C=C1)OCCCN(C)C S-[2-[6-[[[4-[3-(dimethylamino) propoxy] phenyl] sulfonyl] amino]-3-pyridyl]-2-oxoethyl] thioacetate